N-(2-methanesulfonylpyridin-3-yl)-2-(trifluoromethyl)pyrimidine-5-carboxamide CS(=O)(=O)C1=NC=CC=C1NC(=O)C=1C=NC(=NC1)C(F)(F)F